stannous octanate C(CCCCCCC)(=O)[O-].[Sn+2].C(CCCCCCC)(=O)[O-]